C1=CC=CC=2C3=CC=CC=C3C(=CC12)C=1C=C(C=C(C1OCCO)C=1C2=CC=CC=C2C=2C=CC=CC2C1)C1=CC(=C(C(=C1)C=1C2=CC=CC=C2C=2C=CC=CC2C1)OCCO)C=1C2=CC=CC=C2C=2C=CC=CC2C1 2,2'-{[3,3',5,5'-tetra(phenanthren-9-yl)[1,1'-biphenyl]-4,4'-diyl]bis(oxy)}di(ethan-1-ol)